6-chloro-2-(1-methylethyl)-2H-pyrazolo[4,3-c]pyridine ClC1=CC=2C(C=N1)=CN(N2)C(C)C